C1(=CC=CC=C1)C1=CC(=CC(=C1)C1=NC(=NC(=N1)Cl)C1=CC=CC=C1)C1=CC=CC=C1 2-([1,1':3',1''-terphenyl]-5'-yl)-4-chloro-6-phenyl-1,3,5-triazine